FC1=CC=C(C(=O)C2=CNC=3N=C(N=C(C32)NC3CCC(CC3)NS(=O)(=O)CCC)NC3=CC=C(C=C3)N3CCN(CC3)C)C=C1 N-((1s,4s)-4-((5-(4-fluorobenzoyl)-2-((4-(4-methylpiperazin-1-yl)phenyl)amino)-7H-pyrrolo[2,3-d]pyrimidin-4-yl)amino)cyclohexyl)propane-1-sulfonamide